ClC=1C(=CC=C(C(=O)O)C1)F 5-chloro-4-fluorobenzoic acid